C(=C)(C)C1=NC=C(C2=CN=C(C=C12)N)N1[C@@H]([C@H](C1)CS(=O)(=O)C)C 1-isopropenyl-4-((2r,3s)-2-methyl-3-(methylsulfonylmethyl)azetidin-1-yl)-2,6-naphthyridin-7-amine